(5S)-3-((4-bromophenoxy)methyl)-5-isopropyl-4-methylmorpholine BrC1=CC=C(OCC2N([C@H](COC2)C(C)C)C)C=C1